2-[7-[[5-chloro-2-[(3S,5R)-4,4-difluoro-3,5-dimethyl-1-piperidyl]pyrimidin-4-yl]amino]-4-methyl-2,3-dioxo-quinoxalin-1-yl]-N-methyl-acetamide ClC=1C(=NC(=NC1)N1C[C@@H](C([C@@H](C1)C)(F)F)C)NC1=CC=C2N(C(C(N(C2=C1)CC(=O)NC)=O)=O)C